BrC1=NNC2=C1N=C(N=C2)C=2C(=NC=NC2OC)C2C(C2)(F)F 3-bromo-5-[4-(2,2-difluorocyclopropyl)-6-methoxy-pyrimidin-5-yl]-1H-pyrazolo[4,3-d]pyrimidine